OCCOCC(O)O 2-(2-hydroxyethoxy)ethanediol